1-(4-(4-bromo-3-fluorophenoxy)-2-methyl-5-(6-methyl-7-oxo-6,7-dihydro-1H-pyrrolo[2,3-c]pyridin-4-yl)phenyl)pyrrolidine-2,5-dione BrC1=C(C=C(OC2=CC(=C(C=C2C=2C3=C(C(N(C2)C)=O)NC=C3)N3C(CCC3=O)=O)C)C=C1)F